CN1C2=C(C=C1C(=O)NC1=NC=CC(=C1)C(=O)NC1=CC=C(OC3CCN(CC3)C(=O)OC(C)(C)C)C=C1)SC=C2 tert-Butyl 4-[4-[[2-[(4-methylthieno[3,2-b]pyrrole-5-carbonyl)amino]pyridine-4-carbonyl]amino]phenoxy]piperidine-1-carboxylate